BrC=1C=CC(=C(C1)C1=CC=C(N=N1)CN1C(C(N(CC1)C1CCC1)=O)=O)F 1-((6-(5-bromo-2-fluorophenyl)pyridazin-3-yl)methyl)-4-cyclobutylpiperazine-2,3-dione